(3aS,7aS)-3a-(3,4-dimethoxyphenyl)-1-methyl-2,3,3a,4,5,7a-hexahydro-1H-indol-6-yl-3-aminopropanoate COC=1C=C(C=CC1OC)[C@@]12CCN([C@H]2C=C(CC1)OC(CCN)=O)C